SCC(CCS)[Si](OCCCC)(OCCCC)OCCCC 1,4-dimercapto-2-(tributoxysilyl)butane